5-ethoxy-3,6-dihydropyrazine-1(2H)-carboxylic acid tert-butyl ester C(C)(C)(C)OC(=O)N1CCN=C(C1)OCC